COC1(SNOC1=O)C1=CC=CC=C1 4-methoxy-4-phenyl-1,3,2-oxathiazolidine-5-one